FC1=CC2=C(NC(=N2)C[C@H](C(=O)N[C@H]2C3=C(CN4N(C2=O)CCC4)C=CC=C3)C)C(=C1)C (R)-3-(5-fluoro-7-methyl-1H-benzo[d]imidazol-2-yl)-2-methyl-N-((S)-11-oxo-2,3,10,11-tetrahydro-1H,5H-benzo[d]pyrazolo[1,2-a][1,2]diazepin-10-yl)propanamide